5-(1,3-dioxo-2,3-dihydro-1H-isoindol-2-yl)-1,3-diazinane O=C1N(C(C2=CC=CC=C12)=O)C1CNCNC1